CC1C(C(C(C2(O1)OCC1=CC(=C(C=C12)CC1=CC=C(C=C1)OCC)F)O)O)O 6'-methyl-6-(4-ethoxybenzyl)-5-fluoro-3',4',5',6'-tetrahydro-3H-spiro[isobenzofuran-1,2'-pyran]-3',4',5'-triol